(-)-6-{[(trans,trans)-4-(4-methoxyphenyl)-2-methyl-1-(2-phenylethyl)piperidin-3-yl]methoxy}-2,3-dihydro-1H-isoindol-1-one COC1=CC=C(C=C1)C1C(C(N(CC1)CCC1=CC=CC=C1)C)COC1=CC=C2CNC(C2=C1)=O